1-Cyclohexyl-3-(2-(trifluoromethoxy)ethyl)urea C1(CCCCC1)NC(=O)NCCOC(F)(F)F